Cl.C(N)(=N)C=1C=C(SC1)CNC(=O)[C@H]1N(CC2(OCCO2)C1)C(CNC(=O)C=1C=CC=2C(C3=CC=CC=C3C2C1)(C)C)=O (S)-N-((4-carbamimidoylthiophen-2-yl)methyl)-7-((9,9-dimethyl-9H-fluorene-3-carbonyl)glycyl)-1,4-dioxa-7-azaspiro[4.4]nonane-8-carboxamide hydrochloride